1-(4-tert-butoxy-phenoxy)-3-[2-(2-tert-butyl-phenoxy)-6-methoxy-pyridin-3-yl]-urea C(C)(C)(C)OC1=CC=C(ONC(=O)NC=2C(=NC(=CC2)OC)OC2=C(C=CC=C2)C(C)(C)C)C=C1